C1=CC=CC=2OC3=CC=CC=C3C(C12)=O xanthone